ClC=1C=NC=C(C1CSC=1N=C(C2=C(N1)CCC2)OCOC(CCCC(=O)O)=O)Cl 5-(((2-(((3,5-dichloropyridin-4-yl)methyl)thio)-6,7-dihydro-5H-cyclopenta-[d]pyrimidin-4-yl)oxy)methoxy)-5-oxopentanoic acid